7-chloro-4-(methylamino)-1-(pyridin-3-yl)-quinazolin-2(1H)-one ClC1=CC=C2C(=NC(N(C2=C1)C=1C=NC=CC1)=O)NC